C=CCCCCCCCCCCCCCCCC 9E-octadecen